C(C)(C)N1CCN(CC1)C1=CC=C(C2=CC=CC=C12)C(=O)OC Methyl 4-(4-isopropylpiperazin-1-yl)-1-naphthoate